C(C)OC(CCC1=NC(=C2N1C=CC=C2)C2=CC=C(C=C2)C(F)(F)F)=O.BrC=2C=C(C=CC2)CCS(=O)(=O)N(C)C 2-(3-bromophenyl)-N,N-dimethylaminosulfonyl-ethane ethyl-3-(1-(4-(trifluoromethyl)phenyl)imidazo[1,5-a]pyridin-3-yl)propionate